C(C)(C)(C)OC(=O)N1C[C@@H]([C@H](C1)CO)N.CC=1C(C2=CC(=CC=C2C1)C)=O methyl-6-methyl-1-indenone tert-butyl-(3R,4S)-3-amino-4-(hydroxymethyl)pyrrolidine-1-carboxylate